Pentyl 3-methyl-4-oxo-6-phenyl-4,5,6,7-tetrahydro-1H-pyrrolo[2,3-c]pyridine-2-carboxylate CC1=C(NC=2CN(CC(C21)=O)C2=CC=CC=C2)C(=O)OCCCCC